C(C)C1(COC1)COCC(CCCC)CC 2-ethylhexyl (3-ethyl-3-oxetylmethyl) ether